ClC=1C=CC=2N(C1C(C#C)O)C=NC2 (6-chloroimidazo[1,5-a]pyridin-5-yl)prop-2-yn-1-ol